C(C)OC(C(C(C(=O)OCC)CC(CC)CC)CC(CC)CC)=O 2,3-bis(2-ethyl-butyl)succinic acid diethyl ester